NC1C2CCC(CC1)N2C(=O)OC(C)(C)C tert-butyl 2-amino-8-azabicyclo[3.2.1]octane-8-carboxylate